Benzyl 4-(8-fluoro-4-[[4-(2-hydroxy-2-methylpropyl)phenyl]methyl]-3-oxo-1,5-dihydro-2,4-benzodiazepine-2-yl)piperidine-1-carboxylate FC=1C=CC2=C(CN(C(N(C2)CC2=CC=C(C=C2)CC(C)(C)O)=O)C2CCN(CC2)C(=O)OCC2=CC=CC=C2)C1